2-Hydroxy-N-phenylbenzamide OC1=C(C(=O)NC2=CC=CC=C2)C=CC=C1